FC1=CC2=C(N(C(=N2)C)C(C)C)C=C1C1=CNC=2N=CN=CC21 5-(5-fluoro-1-isopropyl-2-methyl-1H-benzo[d]imidazol-6-yl)-7H-pyrrolo[2,3-d]pyrimidine